C(C)(=O)SC1C(=CCSC(C)=O)O1 1,4-diacetylthio-2-epoxybutene